N1(N=CC=C1)C1=CC=C(CN(C(=S)N)CC2=CC=C(C=C2)OC)C=C1 1-(4-(1H-pyrazol-1-yl)benzyl)-1-(4-methoxybenzyl)thiourea